5-amino-7-hydroxy-3-((2R,3R,5S)-3-hydroxy-5-(hydroxymethyl)tetrahydrofuran-2-yl)thiazolo[4,5-d]pyrimidin-2(3H)-one NC=1N=C(C2=C(N1)N(C(S2)=O)[C@@H]2O[C@@H](C[C@H]2O)CO)O